NC=1N=C(C(N(C1)C)=O)N1CCC(CC1)(F)F 5-Amino-3-(4,4-difluoropiperidin-1-yl)-1-methylpyrazin-2(1H)-one